ClC1=CC=C(C=C1)C1=CN=CC=2N1C(=NN2)C=2C=C1C(=NNC1=CC2)C 5-(4-chlorophenyl)-3-(3-methyl-1H-indazol-5-yl)-[1,2,4]triazolo[4,3-a]pyrazine